5-(4-chloro-6-nitroquinolin-2-yl)thiazole methyl-(S)-5,9-dioxo-2-(1H-pyrazol-4-yl)-4,5,6,7,8,9-hexahydro-3-oxa-1-thia-5a,8-diazabenzo[cd]azulene-7-carboxylate COC(=O)[C@@H]1CN2C=3C(=C(SC3C(N1)=O)C=1C=NNC1)OCC2=O.ClC2=CC(=NC1=CC=C(C=C21)[N+](=O)[O-])C2=CN=CS2